ClC1=C(NC2=NC=CC=C21)C2=NN(C1=NC=NC(=C12)N)C1CCN(CC1)S(=O)(=O)C 3-{3-Chloro-1H-pyrrolo[2,3-b]pyridin-2-yl}-1-(1-methanesulfonylpiperidin-4-yl)-1H-pyrazolo[3,4-d]pyrimidin-4-amine